BrCCC1=CC=CC2=CC=C(C=C12)Cl 1-(2-bromoethyl)-7-chloronaphthalene